9-isopropyl-2-(2-oxo-1,2-dihydropyridin-4-yl)-6-(4-(trifluoromethyl)benzyl)-2,6,9-triazaspiro[4.5]decane-7,10-dione C(C)(C)N1CC(N(C2(CCN(C2)C2=CC(NC=C2)=O)C1=O)CC1=CC=C(C=C1)C(F)(F)F)=O